N-(2-(4-((4-(2-acetyl-5-fluoro-1H-indol-3-yl)-1H-1,2,3-triazol-1-yl)methyl)piperidin-1-yl)ethyl)-4-isobutylbenzenesulfonamide C(C)(=O)C=1NC2=CC=C(C=C2C1C=1N=NN(C1)CC1CCN(CC1)CCNS(=O)(=O)C1=CC=C(C=C1)CC(C)C)F